(2S,4R)-N-((R)-1-(4-carbamimidoylthiophen-2-yl)ethyl)-1-((dibenzo[b,d]furan-3-carbonyl)glycyl)-4-(difluoromethoxy)pyrrolidine-2-carboxamide C(N)(=N)C=1C=C(SC1)[C@@H](C)NC(=O)[C@H]1N(C[C@@H](C1)OC(F)F)C(CNC(=O)C=1C=CC2=C(OC3=C2C=CC=C3)C1)=O